C(=C)C=1C=C(C=CC1)OC meta-vinyl-anisole